C(C)(C)(C)C(=O)[O-] tert-butyl-(3R,5R)-carboxylate